C(=O)(O)CCCC(C(C=C)=O)C(C=C)=O 4-carboxypropyl-1,6-heptadiene-3,5-dione